C(C=C)(=O)OCC[N+](C)(C)C 2-(acryloxy)ethyltrimethylammonium